(5'S,7a'R)-1-(2-chloro-1,3-oxazole-4-carbonyl)-5'-(3-fluorophenyl)-tetrahydro-3'H-spiro-[piperidine-4,2'-pyrrolo[2,1-b][1,3]-oxazol]-3'-one ClC=1OC=C(N1)C(=O)N1CCC2(C(N3[C@H](O2)CC[C@H]3C3=CC(=CC=C3)F)=O)CC1